4-(4-chloro-7-phenethyl-6,7-dihydro-5H-pyrrolo[2,3-d]pyrimidin-2-yl)morpholine ClC=1C2=C(N=C(N1)N1CCOCC1)N(CC2)CCC2=CC=CC=C2